4-[4-(5-acetylpyridin-3-yl)tetrahydro-2H-pyran-4-yl]Piperazine-1-carboxylic acid phenyl ester C1(=CC=CC=C1)OC(=O)N1CCN(CC1)C1(CCOCC1)C=1C=NC=C(C1)C(C)=O